FC1=CC(=CC=2N(C=NC21)CC2OCC2)C(=O)O 4-fluoro-1-((oxetan-2-yl)methyl)-1H-benzo[d]imidazole-6-carboxylic acid